C1(=CC=CC=C1)[C@H]1CC(=NO1)C(=O)NC12CC(C1)(C2)C=2OC(=NN2)C2CC(C2)OC(F)(F)F (R)-5-phenyl-N-(3-(5-(3-(trifluoromethoxy)cyclobutyl)-1,3,4-oxadiazol-2-yl)bicyclo[1.1.1]pent-1-yl)-4,5-dihydroisoxazol-3-carboxamide